(2S,4R)-N-[(S)-(5-cyclopropyl-6-fluoropyridin-2-yl)(phenyl)methyl]-4-fluoro-1-[2-(5-methyl-1H-pyrazol-1-yl)acetyl]pyrrolidine-2-carboxamide C1(CC1)C=1C=CC(=NC1F)[C@@H](NC(=O)[C@H]1N(C[C@@H](C1)F)C(CN1N=CC=C1C)=O)C1=CC=CC=C1